CS(=O)(=O)NC(CCCNC1=C(CN2CCCC23CCN(CC3)C(=O)OC(C(F)(F)F)C(F)(F)F)C=CC(=C1)C(F)(F)F)=O 1,1,1,3,3,3-Hexafluoropropan-2-yl 1-(2-((4-(methylsulfonamido)-4-oxobutyl)amino)-4-(trifluoromethyl)benzyl)-1,8-diazaspiro[4.5]decane-8-carboxylate